6'-phosphono-2',3'-dihydrospiro[cyclohexane-1,1'-indene] P(=O)(O)(O)C1=CC=C2CCC3(C2=C1)CCCCC3